C(N)(=O)C1=NN(C=C1NC(=O)C=1N=C(OC1)C1=CC(=NC=C1)N(C(OC(C)(C)C)=O)CC(F)(F)F)C1=CC=C(C=C1)C(NCCCCC=O)=O Tert-butyl N-[4-[4-[[3-carbamoyl-1-[4-(5-oxopentyl-carbamoyl)-phenyl]-pyrazol-4-yl] carbamoyl]-oxazol-2-yl]-2-pyridyl]-N-(2,2,2-trifluoroethyl)-carbamate